5-triethylsilyl-5'-hexyl-2,2'-bithiophene C(C)[Si](C1=CC=C(S1)C=1SC(=CC1)CCCCCC)(CC)CC